(S)-N-(chroman-4-yl)-2-(4-methylpiperazin-1-yl)benzo[d]Thiazole-6-carboxamide O1CC[C@@H](C2=CC=CC=C12)NC(=O)C1=CC2=C(N=C(S2)N2CCN(CC2)C)C=C1